ClC1=CC(=C(C=C1C1=C(C=CC=C1)OC(F)F)N)N 6-chloro-2'-(difluoromethoxy)-[1,1'-biphenyl]-3,4-diamine